BrC1CN(CC1OCCO)C(=O)OC(C)(C)C Tert-Butyl 3-bromo-4-(2-hydroxyethoxy)pyrrolidine-1-carboxylate